BrC1=NC2=C(N1C1CC1)C=CC=C2 2-bromo-1-cyclopropyl-1H-benzo[d]imidazole